2-((1S,2S)-2-(3-chlorophenyl)cyclopropyl)-N-((6-cyclopropylimidazo[1,2-a]pyridin-2-yl)methyl)-1H-benzo[d]imidazol-7-amine ClC=1C=C(C=CC1)[C@@H]1[C@H](C1)C1=NC2=C(N1)C(=CC=C2)NCC=2N=C1N(C=C(C=C1)C1CC1)C2